(3-(benzyloxy)pyridin-2-yl)methanol C(C1=CC=CC=C1)OC=1C(=NC=CC1)CO